FC1=CC=C(C=C1)[C@H](C)N (S)-1-[4-fluorophenyl]ethylamine